NC([C@H](CCC(=O)OC(C)(C)C)N1C(C2=CC=CC(=C2C1)OCC1=CC=C(C=C1)CN1CCN(CC1)C1=C(C=C(C=C1)C#N)F)=O)=O tert-Butyl (S)-5-amino-4-(4-((4-((4-(4-cyano-2-fluorophenyl)piperazin-1-yl)methyl)benzyl)oxy)-1-oxoisoindolin-2-yl)-5-oxopentanoate